C(C)(C)(C)OC(=O)N(CC(=O)OC)C\C=C\B1OC(C(O1)(C)C)(C)C Methyl 2-[tert-butoxycarbonyl-[(E)-3-(4,4,5,5-tetramethyl-1,3,2-dioxaborolan-2-yl)allyl]amino]acetate